1-[(1',2'-dicarbonyl)ethyl]benzotriazole C(=O)=C(C=C=O)N1N=NC2=C1C=CC=C2